3-((5-Bromo-3-chloro-2-hydroxyphenyl)sulfonamido)-2-hydroxy-5-(pentafluoro-λ6-sulfaneyl)benzoic acid BrC=1C=C(C(=C(C1)S(=O)(=O)NC=1C(=C(C(=O)O)C=C(C1)S(F)(F)(F)(F)F)O)O)Cl